2-ethyl-4-(piperazin-1-yl)indazole-7-carboxamide C(C)N1N=C2C(=CC=C(C2=C1)N1CCNCC1)C(=O)N